tert-Butyl 4-(3-methoxypropyl)piperazine-1-carboxylate COCCCN1CCN(CC1)C(=O)OC(C)(C)C